5-(4-fluorophenyl)-1,4,5,7-tetrahydropyrano[3,4-c]pyrazole-3-carboxylic acid FC1=CC=C(C=C1)C1CC2=C(NN=C2C(=O)O)CO1